tributylamine hydrogen fluoride salt F.C(CCC)N(CCCC)CCCC